C1N(CCC2=CC=CC=C12)C[C@H](CN1C(C2=CC=C(C=C2CC1)C#CCN(C)C)=O)O 2-[(2R)-3-(3,4-dihydro-1H-isoquinolin-2-yl)-2-hydroxypropyl]-6-[3-(dimethylamino)prop-1-ynyl]-3,4-dihydroisoquinolin-1-one